1-(5-((2-(2,6-dioxopiperidin-3-yl)-1-oxoisoindolin-4-yl)amino)piperidin-4-yl)-3-methoxybenzamide O=C1NC(CCC1N1C(C2=CC=CC(=C2C1)NC1C(CCNC1)C1(C(=O)N)CC(=CC=C1)OC)=O)=O